FC=1C=C2/C(/C(NC2=CC1)=O)=C/C1=C(C(=C(N1)C)C(=O)O)C 5-{[(3Z)-5-fluoro-2-oxo-2,3-dihydro-1H-indol-3-ylidene]methyl}-2,4-dimethyl-1H-pyrrole-3-carboxylic acid